2-{3-amino-6-[4-(4-methylpiperazin-1-yl)phenyl]pyrazin-2-yl}-1H-imidazole-4-carboxamide NC=1C(=NC(=CN1)C1=CC=C(C=C1)N1CCN(CC1)C)C=1NC=C(N1)C(=O)N